Cl.N1CCC2(CC1)CC=1C=NNC1C(C2)=O 4,6-dihydrospiro[indazole-5,4'-piperidin]-7(1H)-one, hydrochloride salt